(±)-4,5-dichloro-N-[3-(3-cyanophenyl)tetrahydrofuran-3-yl]-1-methyl-indole-2-carboxamide ClC1=C2C=C(N(C2=CC=C1Cl)C)C(=O)N[C@@]1(COCC1)C1=CC(=CC=C1)C#N |r|